The molecule is a organophosphate oxoanion obtained by deprotonation of the phosphate OH groups of thymidine 3'-monophosphate. Major structure at pH 7.3 (according to Marvin v 6.2.0.). It is a conjugate base of a thymidine 3'-monophosphate. CC1=CN(C(=O)NC1=O)[C@H]2C[C@@H]([C@H](O2)CO)OP(=O)([O-])[O-]